(3-methyl-3H-purin-6-yl)-[1,1'-biphenyl]-3,3'-dicarboxamide CN1C=NC(=C2N=CN=C12)C1=C(C=CC=C1C(=O)N)C1=CC(=CC=C1)C(=O)N